FC=1N=C(N2N=C(C=C(C21)C2=CC=NN2C)N2C(COCC2)C)C2=CC=NN2C2OCCCC2 4-[5-fluoro-4-(1-methyl-1H-pyrazol-5-yl)-7-[1-(oxan-2-yl)-1H-pyrazol-5-yl]imidazo[1,5-b]pyridazin-2-yl]-3-methylmorpholine